(1S,2S)-2-fluoro-N-(3-(4-methyl-6-propionylpyridin-3-yl)-1,6-naphthyridin-7-yl)cyclopropane-1-carboxamide F[C@@H]1[C@@H](C1)C(=O)NC1=NC=C2C=C(C=NC2=C1)C=1C=NC(=CC1C)C(CC)=O